mono-tert-octylphenyl ether C(C)(C)(CC(C)(C)C)C1=CC=C(C=C1)OC1=CC=C(C=C1)C(C)(C)CC(C)(C)C